[C@H]12CC(C[C@H](CC1)O2)N2N=C(C=1C2=NC(=NC1)NC=1C(=CC=2N(C1)N=CN2)C)C 1-((1R,3s,5S)-8-oxa-bicyclo[3.2.1]octan-3-yl)-3-methyl-N-(7-methyl-[1,2,4]triazolo[1,5-a]pyridin-6-yl)-1H-pyrazolo[3,4-d]pyrimidin-6-amine